3-bromo-4-chloro-1-((2-(trimethylsilyl)ethoxy)methyl)-1H-pyrrolo[2,3-b]pyridine BrC1=CN(C2=NC=CC(=C21)Cl)COCC[Si](C)(C)C